6-chloro-4-[(4-methoxyphenyl)methoxy]-2-methyl-pyridine-3-carboxylic acid ethyl ester C(C)OC(=O)C=1C(=NC(=CC1OCC1=CC=C(C=C1)OC)Cl)C